C(C)(C)(C)OC(=O)NCCOCCOC(NC12CC3(CC(CC(C1)C3)C2)NCC(=O)N2CC3=CC(=C(C=C3C2)F)F)=O 2-(2-((tert-Butoxycarbonyl)amino)ethoxy)ethyl-3-((2-(5,6-difluoroisoindolin-2-yl)-2-oxoethyl)amino)adamantan-1-ylcarbamate